ClC1=C(C=CC(=C1)Cl)B(O)O 2,4-dichlorophenylboronic acid